tert-butyl (3-((3-cyclopropyl-1-(2-fluoro-4-iodophenyl)-6,8-dimethyl-2,4,7-trioxo-1,2,3,4,7,8-hexahydropyrido[2,3-d]pyrimidin-5-yl)amino)cyclobutyl)carbamate C1(CC1)N1C(N(C2=C(C1=O)C(=C(C(N2C)=O)C)NC2CC(C2)NC(OC(C)(C)C)=O)C2=C(C=C(C=C2)I)F)=O